CN(C([C@H](C(C)C)NC([C@H](C(C)C)NC)=O)=O)[C@H]([C@@H](CC(=O)O)OC)[C@H](CC)C (3R,4S,5S)-4-((S)-N,3-dimethyl-2-((S)-3-methyl-2-(methylamino)butanamido)butanamido)-3-methoxy-5-methylheptanoic acid